4-hydroxy-2,6-diazabicyclo[3.2.0]Heptane-2-carboxylate OC1CN(C2CNC12)C(=O)[O-]